COC=1C=C(C[C@@H]2[C@H](C(OC2)=O)CC2=CC(=C(O[C@@H]3OC[C@@H]([C@@H]([C@H]3CC(=O)[O-])CC(=O)[O-])CC(=O)[O-])C=C2)OC)C=CC1OC (2S,3R,4S,5R)-2-(4-(((3R,4R)-4-(3,4-dimethoxybenzyl)-2-oxoTetrahydrofuran-3-yl)methyl)-2-methoxyphenoxy)tetrahydro-2H-pyran-3,4,5-triyltriacetate